2-(dimethylamino)-N-{[3-(8-{[(3S,4R)-3-fluoro-1-methylpiperidin-4-yl]amino}-3-[(trifluoromethyl)sulfanyl]indolizin-2-yl)-1,2,4-oxadiazol-5-yl]methyl}-1,3-oxazole-5-carboxamide CN(C=1OC(=CN1)C(=O)NCC1=NC(=NO1)C=1C=C2C(=CC=CN2C1SC(F)(F)F)N[C@H]1[C@H](CN(CC1)C)F)C